ClC=1C(=NC(=NC1)NC1=C(C=C(C(=C1)C)C=1C[C@@H](N([C@H](C1)CC)C1CCOCC1)CC)OC(C)C)NC1=C(C=CC=C1)S(=O)(=O)C(C)C 5-chloro-N2-(4-((trans)-2,6-diethyl-1-(tetrahydro-2H-pyran-4-yl)-1,2,3,6-tetrahydropyridin-4-yl)-2-isopropoxy-5-methylphenyl)-N4-(2-(isopropylsulfonyl)phenyl)pyrimidine-2,4-diamine